3-(bis(4H-benzo[d][1,3]dioxin-6-yl)methyl)-8-azabicyclo[3.2.1]octane O1COCC2=C1C=CC(=C2)C(C2CC1CCC(C2)N1)C1=CC2=C(OCOC2)C=C1